NCCCO[Si](OC)(C)CCCN aminoethyl-3-aminopropyl-methyl-dimethoxysilane